Cl.ClCCCNC(=NC1=NC(=CC(=N1)C1=CC=C(C=C1)OC)C1=CC(=CC=C1)[N+](=O)[O-])N 1-(3-chloropropyl)-2-(4-(4-methoxyphenyl)-6-(3-nitrophenyl)pyrimidin-2-yl)guanidine hydrochloride